C(CCC)C1C=CC2=CC=CC=C12 butylindene